OC(=O)C(F)(F)F.N[C@H]1C[C@H](C1)C1=C(C#N)C=CC(=C1)Cl 2-((cis)-3-aminocyclobutyl)-4-chlorobenzonitrile TFA salt